(2-methoxyethyl)-2-(1H-pyrazol-5-yl)-5-(pyrrolidin-1-yl)thieno[3,2-b]pyridin-7-amine COCCC1=C(SC=2C1=NC(=CC2N)N2CCCC2)C2=CC=NN2